(2R,3S,4S,5R)-2-(hydroxymethyl)tetrahydro-2H-pyran-3,4,5-triol OC[C@H]1OC[C@H]([C@@H]([C@@H]1O)O)O